FC=1C(=C(C=C(C1)C1=CC=C(C=C1)S(=O)(=O)N1CCN(CC1)C)N(C=1SC=C(N1)C(=O)OCC)CCC)C Ethyl 2-((5-fluoro-4-methyl-4'-((4-methylpiperazin-1-yl)sulfonyl)-[1,1'-biphenyl]-3-yl)(propyl)amino)thiazole-4-carboxylate